C(C)[C@@]1([C@H](OC)[C@H](O)[C@@H](CO)O1)N1C=NC=2C(=O)NC(N)=NC12 ethyl-2'-O-methyl-guanosine